FC1=C(C=C(C=C1)C=1C=CN2C1C(NC=C2)=O)C(F)(F)F 8-(4-fluoro-3-(trifluoromethyl)phenyl)pyrrolo[1,2-a]pyrazin-1(2H)-one